C(C1=CC=CC=C1)(=O)O[C@@H]1[C@@H](O[C@H]([C@@H]1OC(C1=CC=CC=C1)=O)N1C=C(C2=C1N=CN=C2NCC2=C(C=C(C=C2)OC)OC)Br)COC(C2=CC=CC=C2)=O (2S,3R,4R,5R)-2-((benzoyloxy)methyl)-5-(5-bromo-4-((2,4-dimethoxybenzyl)amino)-7H-pyrrolo[2,3-d]pyrimidin-7-yl)tetrahydrofuran-3,4-diyl dibenzoate